C(CCCCCCCCC)OCOCCCC(CC(C)O)C 6-hydroxy-4-methylheptyl decyloxymethyl ether